CC1=NOC=N1 3-Methyl-(1,2,4-oxadiazol)